C(C=C)OCC(C(=O)OCCCCCCCCCCCCCCCCCC)=C stearyl α-allyloxymethylacrylate